CC(C)C1=CC=C[CH-]1.CC(C)C1=CC=C[CH-]1.CC(C)C1=CC=C[CH-]1.[Pr] tris(isopropylcyclopentadienyl)praseodymium(III)